7-(methyl(oxazol-2-ylmethyl)amino)-4-(o-tolyl)-2H-chromen-2-one CN(C1=CC=C2C(=CC(OC2=C1)=O)C1=C(C=CC=C1)C)CC=1OC=CN1